(8-methoxy-2-(6-methoxypyridin-3-yl)-2-methyl-2,3-dihydrobenzo[b][1,4]dioxin-6-yl)methylamine COC1=CC(=CC2=C1OC(CO2)(C)C=2C=NC(=CC2)OC)CN